C1(=CC=CC=C1)C(C1(COC1)CC)P([O-])([O-])([O-])CC1(COC1)CC phenylbis[(3-ethyloxetan-3-yl)methyl]phosphite